CC1(C(C=CC(=C1O)C)C)C 2,6-dimethylmethyl-2-cresol